FC1(COC1)CNC1=NN2C(C=N1)=C(C=C2)C=2C=CC=1N(C2)C=CN1 N-((3-fluorooxetan-3-yl)methyl)-5-(imidazo[1,2-a]pyridin-6-yl)pyrrolo[2,1-f][1,2,4]triazin-2-amine